C1(=CC=CC=C1)S(=O)(=O)OO.[K] potassium hydroxy benzenesulfonate